3-((4-(tert-pentyl)phenyl)amino)cyclobutane-1-carboxamide C(C)(C)(CC)C1=CC=C(C=C1)NC1CC(C1)C(=O)N